3-(3-fluoro-4-pyridyl)bicyclo[4.2.0]Octa-1(6),2,4-trien-2-ol FC=1C=NC=CC1C1=C(C=2CCC2C=C1)O